1-(4-((1,3,4-oxadiazol-2-yl)methyl)-3-chlorobenzyl)-1,3-dihydro-2H-benzo[d]Imidazol-2-one O1C(=NN=C1)CC1=C(C=C(CN2C(NC3=C2C=CC=C3)=O)C=C1)Cl